C(C)(C)(C)OC(=O)NC1=C(C=C(C=C1)C1=CC=C(C=C1)F)NC(=O)C=1SC2=C(C1)C=C(C=C2)S(=NC(OC(C)(C)C)=O)(=O)C2CC2 tert-butyl N-[[2-[[2-(tert-butoxycarbonylamino)-5-(4-fluorophenyl)phenyl]carbamoyl]benzothiophen-5-yl]-cyclopropyl-oxo-sulfanylidene]carbamate